3-(4-chloro-2-fluorophenoxy)-2,2-dimethyl-1-(4-((4-(trifluoromethoxy)phenyl)sulfonyl)piperazin-1-yl)propan-1-one ClC1=CC(=C(OCC(C(=O)N2CCN(CC2)S(=O)(=O)C2=CC=C(C=C2)OC(F)(F)F)(C)C)C=C1)F